sucrose pentastearate CCCCCCCCCCCCCCCCCC(=O)OC[C@@H]1[C@H]([C@@H]([C@](O1)(COC(=O)CCCCCCCCCCCCCCCCC)O[C@@H]2[C@@H]([C@H]([C@@H]([C@H](O2)CO)O)O)OC(=O)CCCCCCCCCCCCCCCCC)OC(=O)CCCCCCCCCCCCCCCCC)OC(=O)CCCCCCCCCCCCCCCCC